C1(=CC=CC=C1)C1=NC(=NC(=C1)C1=CC=CC=C1)C1=C(C=CC=C1)C1=CC=C2C=3C=CC(=CC3C3(C2=C1)CCCCC3)C#N 7'-(2-(4,6-diphenylpyrimidin-2-yl)phenyl)spiro[cyclohexane-1,9'-fluorene]-2'-carbonitrile